5-(3-Isopropyl-5-(3-(oxetan-3-ylamino)cyclobutyl)-1H-indol-2-yl)-1,3,4-trimethylpyridin-2(1H)-on C(C)(C)C1=C(NC2=CC=C(C=C12)C1CC(C1)NC1COC1)C=1C(=C(C(N(C1)C)=O)C)C